C1(=CCCCC1)CCNC1=C2C(=NC(=N1)C)ON=C2C N-[2-(cyclohexen-1-yl)ethyl]-3,6-dimethyl-[1,2]oxazolo[5,4-d]pyrimidin-4-amine